CN1N=C2C=CC(=CC2=C1)B1OC(C(O1)(C)C)(C)C 2-methyl-5-(4,4,5,5-tetramethyl-1,3,2-dioxaborol-2-yl)-2H-indazole